2-(dec-9-enoxy-methyl)oxirane C(CCCCCCCC=C)OCC1OC1